7-amino-3-methyl-6-(5-methyl-1H-indazol-4-yl)-2-[(5-methylpyrimidin-2-yl)amino]-5-oxo-1,6-naphthyridine-8-carboxamide NC=1N(C(C=2C=C(C(=NC2C1C(=O)N)NC1=NC=C(C=N1)C)C)=O)C1=C2C=NNC2=CC=C1C